di(4-methylcyclohexyl)dimethoxysilane CC1CCC(CC1)[Si](OC)(OC)C1CCC(CC1)C